(3R,4S)-3-Cyclopropyl-1-(5-(1-(difluoromethyl)-1H-pyrazol-4-yl)benzo[d]thiazol-7-yl)-4-methyl-2-oxopyrrolidine-3-carbonitrile C1(CC1)[C@]1(C(N(C[C@H]1C)C1=CC(=CC=2N=CSC21)C=2C=NN(C2)C(F)F)=O)C#N